CC(C)(C)OC(=O)N1[C@]2([C@H](C([C@H]([C@@]1(CC2)C)F)OC=2N=NC(=CC2)Br)F)C.C(=CC2=CC=CC=C2)C[Si](OCC)(OCC)OCC styrylmethyl-(triethoxy)silane 2-methylpropan-2-yl-(1R,2R,3s,4S,5S)-3-[(6-bromo-1,2-diazin-3-yl)oxy]-2,4-difluoro-1,5-dimethyl-8-azabicyclo[3.2.1]octane-8-carboxylate